FC=1C=C2C=NN(C2=CC1C=1C=2C(=NN(C2C=CC1)CC(=O)NCC(=O)NCC(=O)OC)C(C)C)C methyl 2-[2-(2-{5'-fluoro-3-isopropyl-1'-methyl-[4,6'-biindazol]-1-yl}acetamido)acetamido]acetate